BrC1=CC(=CC(=N1)NC1CCC(CC1)O)CN(C)C (1R,4R)-4-((6-bromo-4-((dimethylamino)methyl)pyridin-2-yl)amino)cyclohexan-1-ol